N1(CCNCCC1)C=1C=NC2=CC=C(C=C2C1)C=1C(=NNC1)C1=NC(=C(C=C1)F)C 3-(1,4-diazepan-1-yl)-6-[3-(5-fluoro-6-methyl-2-pyridyl)-1H-pyrazol-4-yl]quinoline